C(C)(C)(C)OC(=O)N1C[C@H]2CCC[C@H]([C@H]2C1)N(C)C (3aR,4R,7aS)-4-(dimethylamino)hexahydro-1H-isoindole-2(3H)-carboxylic acid tert-butyl ester